tris(diisopropylamino)silane C(C)(C)N(C(C)C)[SiH](N(C(C)C)C(C)C)N(C(C)C)C(C)C